4-((4-(1-(tert-butyl)-1H-pyrazolyl)pyridin-2-yl)((4-(4-methoxy-3-methylphenyl)bicyclo[2.2.2]octan-1-yl)methyl)carbamoyl)cyclohexyl-3-hydroxyazetidine C(C)(C)(C)N1N=C(C=C1)C1=CC(=NC=C1)N(C(=O)C1CCC(CC1)N1CC(C1)O)CC12CCC(CC1)(CC2)C2=CC(=C(C=C2)OC)C